2-(4-bromophenyl)-3-oxo-1,4,8-triazaspiro[4.5]decane-8-carboxylic acid tert-butyl ester C(C)(C)(C)OC(=O)N1CCC2(NC(C(N2)C2=CC=C(C=C2)Br)=O)CC1